dimethyl-propyl-ammonium C[NH+](CCC)C